ClC1=C(N(CC=C1)C)C1=CC=NC(=C1)F chloro-6'-fluoro-N-methyl-[2,4'-bipyridine]